ON(N(CC1=CC=CC=C1)O)O trihydroxybenzylhydrazine